N-((S)-(5-((R)-cyclopropyl((R)-2-oxo-4-(trifluoromethyl)imidazolidin-1-yl)methyl)-4-fluorobenzo[d]oxazol-2-yl)(4,4-difluorocyclohexyl)methyl)-3-methylisoxazole-4-carboxamide C1(CC1)[C@H](C=1C=CC2=C(N=C(O2)[C@@H](NC(=O)C=2C(=NOC2)C)C2CCC(CC2)(F)F)C1F)N1C(N[C@H](C1)C(F)(F)F)=O